C(C1=CC=CC=C1)NCC1=CC(=CC=C1)CN N-Benzyl-1,3-bis(aminomethyl)benzol